ClC=1C=C(C=CC1)[C@H](C(=O)N1CC2=C(CCC1)C(NC(=N2)C2(CC2)C2=CC=CC=C2)=O)O (R)-8-(2-(3-chlorophenyl)-2-hydroxyacetyl)-2-(1-phenylcyclopropyl)-3,5,6,7,8,9-hexahydro-4H-pyrimido[4,5-c]azepin-4-one